FC1=C(C(=C(C(=C1F)C1=C(SC=C1)C=O)[N+](=O)[O-])[N+](=O)[O-])C1=C(SC=C1)C=O (2,3-difluoro-5,6-dinitro-1,4-phenylene)bis(thiophene-2-formaldehyde)